O=C1N(C(C2=CC=CC=C12)=O)CCS(=O)(=O)CCNC(OC(C)(C)C)=O tert-butyl N-[2-[2-(1,3-dioxoisoindol-2-yl)ethanesulfonyl]ethyl]carbamate